1-(2-Chloro-6-fluoro-3-methylphenyl)ethanone ClC1=C(C(=CC=C1C)F)C(C)=O